ClC=1C=C(SC1CCO[Si](C)(C)C(C)(C)C)C(=O)O 4-chloro-5-(2-((tert-butyldimethylsilyl)oxy)ethyl)thiophene-2-carboxylic acid